7-[(S)-2-methyl-1-azetidinyl]-3-methyl-5-[1-(1-methyl-3-azetidinyl)-4-pyrazolyl]-1,3a,6-triazaindene C[C@@H]1N(CC1)C1=NC(=CN2C(=CN=C12)C)C=1C=NN(C1)C1CN(C1)C